(1s,5r)-4-(4-hydroxystyryl)-6,6-dimethylbicyclo[3.1.1]hept-3-en-2-one OC1=CC=C(C=CC2=CC([C@@H]3C([C@H]2C3)(C)C)=O)C=C1